1-[6-[5-(2-morpholinoethoxy)benzimidazol-1-yl]-2-[3-(trifluoromethyl)pyrazol-1-yl]-3-pyridyl]ethanol O1CCN(CC1)CCOC1=CC2=C(N(C=N2)C2=CC=C(C(=N2)N2N=C(C=C2)C(F)(F)F)C(C)O)C=C1